2-[[6-[3-(Difluoromethyl)-4-fluoro-phenyl]pyrazolo[4,3-b]pyridin-1-yl]methyl]-1,3,4-oxadiazole FC(C=1C=C(C=CC1F)C=1C=C2C(=NC1)C=NN2CC=2OC=NN2)F